ClC=1C=2N(C(=NC1N)C1=C(C=CC=C1)Cl)N=C(N2)C 8-chloro-5-(2-chlorophenyl)-2-methyl-[1,2,4]triazolo[1,5-c]pyrimidin-7-amine